CC1=C(C=C(C(=O)OC)C=C1)NC1=NC=CC=C1C1=C2N=CN(C2=NC=N1)C1OCCCC1 methyl 4-methyl-3-((3-(9-(tetrahydro-2H-pyran-2-yl)-9H-purin-6-yl)pyridine-2-yl)amino)benzoate